FC(C1=CC=C(C=C1)N1C[C@@H](CC2=NC=CC=C12)CNC(CC)=O)(F)F (S)-N-((1-(4-(trifluoromethyl)phenyl)-1,2,3,4-tetrahydro-1,5-naphthyridin-3-yl)methyl)propionamide